S1C(=NC2=C1C=CC=C2)C2=CC=C(C=C2)C(C=CC2=C(C=C(C=C2)OC)OC)=O 1-(4-(2-benzothiazolyl)-phenyl)-3-(2,4-dimethoxyphenyl)-2-propen-1-one